2-(4-tert-butyl-3-methoxy-phenyl)acetonitrile C(C)(C)(C)C1=C(C=C(C=C1)CC#N)OC